NC=1C=C(C=C(C1)F)N1C=C(C=2C(C(CCC12)F)O)C(F)(F)F 1-(3-amino-5-fluorophenyl)-5-fluoro-3-(trifluoromethyl)-4,5,6,7-tetrahydro-1H-indol-4-ol